4-(2-{[(2R,7aS)-2-fluoro-hexahydro-1H-pyrrolizin-7a-yl]methoxy}-8-fluoro-4-[(1S,4S)-2-oxa-5-azabicyclo[2.2.1]heptan-5-yl]pyrido[4,3-d]pyrimidin-7-yl)-5-ethynyl-6-fluoronaphthalen-2-ol F[C@@H]1C[C@@]2(CCCN2C1)COC=1N=C(C2=C(N1)C(=C(N=C2)C2=CC(=CC1=CC=C(C(=C21)C#C)F)O)F)N2[C@@H]1CO[C@H](C2)C1